9-(4-(2-(2-Aminopyridin-3-yl)-5-phenyl-3H-imidazo[4,5-b]pyridin-3-yl)benzyl)-2,9-diazaspiro[5.5]undecane-2-carbonitrile NC1=NC=CC=C1C1=NC=2C(=NC(=CC2)C2=CC=CC=C2)N1C1=CC=C(CN2CCC3(CCCN(C3)C#N)CC2)C=C1